(R)-1-(2-fluoro-3-((trifluoromethyl)sulfonyl)phenyl)ethane-1-amine hydrochloride Cl.FC1=C(C=CC=C1S(=O)(=O)C(F)(F)F)[C@@H](C)N